1-isopropyl-3-methyl-7-(1-methyl-1H-pyrazol-4-yl)-8-(piperidin-4-yl)-3,6-dihydroimidazo[4,5-d]pyrrolo[2,3-b]pyridin-2(1H)-one C(C)(C)N1C(N(C=2C1=C1C(=NC2)NC(=C1C1CCNCC1)C=1C=NN(C1)C)C)=O